CN1[C@@H](CCC1)COC1=NC=CC=C1 2-(((S)-1-methylpyrrolidin-2-yl)methoxy)pyridine